N-(8-methoxy-4-methyl-2-oxo-1H-quinolin-6-yl)-2-morpholino-6,7-dihydro-5H-cyclopenta[b]pyridine-3-carboxamide COC=1C=C(C=C2C(=CC(NC12)=O)C)NC(=O)C=1C=C2C(=NC1N1CCOCC1)CCC2